4-(4-(4-(2-(2-Aminopyridin-3-yl)-5-(4-chlorophenyl)-3H-imidazo[4,5-b]pyridin-3-yl)benzyl)piperazin-1-yl)-2-hydroxybenzaldehyde NC1=NC=CC=C1C1=NC=2C(=NC(=CC2)C2=CC=C(C=C2)Cl)N1C1=CC=C(CN2CCN(CC2)C2=CC(=C(C=O)C=C2)O)C=C1